NC1=NC2=CC(=CC=C2C(=C1)NCCCO)Br 3-((2-amino-7-bromoquinolin-4-yl)amino)propan-1-ol